CN1N=CC=C1C=1C=C2C=CNC(C2=CC1)=O 6-(1-methyl-1H-pyrazol-5-yl)-1-oxoisoquinolin